C1(=CCC1)C1=CC=CC2=CC3=CC4=CC=CC=C4C=C3C=C12 cyclobutenyl-naphthacene